N-(2,3-dimethoxybenzyl)-2-(1H-indol-3-yl)-N-isopropylacetamide COC1=C(CN(C(CC2=CNC3=CC=CC=C23)=O)C(C)C)C=CC=C1OC